delta-Caprolactam C1(CCCC(C)N1)=O